1-(3-chloro-2-fluorophenyl)ethyl (6-(((6-cyclopropylimidazo[1,2-a]pyridin-2-yl)methyl)amino)pyrimidin-4-yl)carbamate C1(CC1)C=1C=CC=2N(C1)C=C(N2)CNC2=CC(=NC=N2)NC(OC(C)C2=C(C(=CC=C2)Cl)F)=O